(S)-5-(2-(dimethylamino)ethoxy)-N-(1-(2-(1-(2-methoxyethyl)-1H-pyrazol-4-yl)quinolin-4-yl)ethyl)-2-methylbenzamide CN(CCOC=1C=CC(=C(C(=O)N[C@@H](C)C2=CC(=NC3=CC=CC=C23)C=2C=NN(C2)CCOC)C1)C)C